(R)-1-(7-isonicotinyl-8-methyl-3-(3-methyl-1,2,4-thiadiazol-5-yl)-5,6,7,8-tetrahydroimidazo[1,5-a]pyrazin-1-yl)pyrrolidin-2-one C(C1=CC=NC=C1)N1[C@@H](C=2N(CC1)C(=NC2N2C(CCC2)=O)C2=NC(=NS2)C)C